2-(Dimethylamino)-N-(2-(4-isopropyl-5-(8-methoxy-[1,2,4]triazolo[1,5-a]pyridin-6-yl)-1H-pyrazol-3-yl)-4,5,6,7-tetrahydrobenzo[d]thiazol-6-yl)acetamide CN(CC(=O)NC1CC2=C(N=C(S2)C2=NNC(=C2C(C)C)C=2C=C(C=3N(C2)N=CN3)OC)CC1)C